tert-butyl-4-[2-(butylamino)-7-[trans-4-hydroxy-cyclohexyl]-7H-pyrrolo[2,3-d]-pyrimidin-5-yl]-1,2,3,6-tetra-hydropyridine-1-carboxylate C(C)(C)(C)OC(=O)N1CCC(=CC1)C1=CN(C=2N=C(N=CC21)NCCCC)[C@@H]2CC[C@H](CC2)O